NC=1N(C(C=2C=C(C(=NC2C1C(=O)N)OC(F)F)C)=O)C1=C(C(=C(C=C1C)O)O)C 7-amino-2-(difluoromethoxy)-6-(3-hydroxyhydroxy-2,6-dimethylphenyl)-3-methyl-5-oxo-5,6-dihydro-1,6-naphthyridine-8-carboxamide